N-(1-methylpiperidin-4-yl)-5-(6-(1-methylpiperidine-4-carboxamido)-1H-pyrrolo[2,3-b]pyridin-3-yl)pyrazolo[1,5-a]pyridine-3-carboxamide CN1CCC(CC1)NC(=O)C=1C=NN2C1C=C(C=C2)C2=CNC1=NC(=CC=C12)NC(=O)C1CCN(CC1)C